[2-(3,5-difluorophenyl)-3-methoxypyridin-4-yl]acetic acid FC=1C=C(C=C(C1)F)C1=NC=CC(=C1OC)CC(=O)O